(2,5-difluoro-4-((3-(7-(((Z)-3-fluoro-1-methylpiperidin-4-yl)amino)-3-(2,2,2-trifluoroethyl)benzo[b]thiophen-2-yl)prop-2-yn-1-yl)amino)phenyl)dimethylphosphine oxide FC1=C(C=C(C(=C1)NCC#CC1=C(C2=C(S1)C(=CC=C2)NC2C(CN(CC2)C)F)CC(F)(F)F)F)P(C)(C)=O